2-(3-fluoro-6-tolyl)benzothiazole FC=1C=C(C(=CC1)C=1SC2=C(N1)C=CC=C2)C